C(C)(=O)N1CCC(CC1)C(=O)NCC1=CC=C(C=C1)NC1=CC=C(C=C1)N1CCCCC1 1-Acetyl-N-(4-((4-(piperidin-1-yl)phenyl)amino)benzyl)piperidine-4-carboxamide